N1(C=NC=C1)C1=NC(=CC(=N1)C(=O)O)C(F)(F)F 2-(1H-imidazol-1-yl)-6-(trifluoromethyl)pyrimidine-4-carboxylic acid